OC1=C(C=C(C(=C1)O)C(C)C)C1=NN=C(N1C1=CC=C(CN2CCN(CC2)CC(=O)N[C@@H](C)C(=O)N2[C@@H](CCC2)C(=O)N[C@@H](C(C)C)C(=O)[O-])C=C1)C(NCC(F)(F)F)=O (2-(4-(4-(3-(2,4-dihydroxy-5-isopropylphenyl)-5-((2,2,2-trifluoroethyl) carbamoyl)-4H-1,2,4-triazol-4-yl) benzyl) piperazin-1-yl) acetyl)-L-alanyl-L-prolyl-L-valinate